butyl (propyl) ketone C(CC)C(=O)CCCC